C1(=CC=CC=C1)C=1SC(=CN1)NC(OC(C)(C)C)=O tert-butyl (2-phenylthiazol-5-yl)carbamate